NC1=NC(=CC(=N1)NC(CCO)CCC)CC1=CC=C(C=C1)C(=O)N1CCN(CC1)C 2-amino-4-((1-hydroxyhexane-3-yl)amino)-6-(4-(4-methylpiperazine-1-carbonyl)benzyl)pyrimidine